OC=1C(C(=CN2N3[C@@H](C=C[C@@H](N(C(C21)=O)C3)C)CC(F)(F)F)C(=O)NCC3=C(C=C(C=C3F)F)F)=O (1S,2R,5S)-8-hydroxy-5-methyl-7,9-dioxo-N-(2,4,6-trifluorobenzyl)-2-(2,2,2-trifluoroethyl)-2,5,7,9-tetrahydro-1,6-methanopyrido[1,2-b][1,2,5]triazonine-10-carboxamide